C(C)OC(C(=NO)C1=C2N(C=N1)C[C@@H](C2)F)=O.F[C@@H]2CC=1N(C=NC1C(C(=O)OCC)=NO)C2 ethyl 2-[(6R)-6-fluoro-6,7-dihydro-5H-pyrrolo[1,2-c]imidazol-1-yl]-2-hydroxyimino-acetate Ethyl-2-[(6R)-6-fluoro-6,7-dihydro-5H-pyrrolo[1,2-c]imidazol-1-yl]-2-hydroxyimino-acetate